NC1=NC=2C=CC(=CC2C2=C1C=NN2C)C(=O)N(CC2=NC=C(C=C2)C#CCF)C2CC2 4-amino-N-cyclopropyl-N-((5-(3-fluoroprop-1-yn-1-yl)pyridin-2-yl)methyl)-1-methyl-1H-pyrazolo[4,3-c]quinoline-8-carboxamide